N-(3-aminopropyl)methyl-ammonium chloride [Cl-].NCCC[NH2+]C